ClC1=CC(=C(C=C1)NC=1N=CC2=C(N1)C(=NC=C2)N2CC1(COC1)CC2)OC N-(4-chloro-2-methoxyphenyl)-8-(2-oxa-6-azaspiro[3.4]octan-6-yl)pyrido[3,4-d]pyrimidin-2-amine